C1=CC=CC=2C3=CC=CC=C3N(C12)C1=CC=C(C=C1)[PH2]=O 4-(N-carbazolyl)phenyl-phosphine oxide